FC1=C(C(=CC=C1C#CC(C)C)O)N1CC(NS1(=O)=O)=O 5-(2-fluoro-6-hydroxy-3-(3-methylbut-1-yn-1-yl)phenyl)-1,2,5-thiadiazolidin-3-one 1,1-dioxide